trans-4-(((trans-4-(6-Cyano-5-methoxy-pyridin-2-yl)cyclohexyl)methyl)(4-(1-isopropyl-1H-pyrazol-4-yl)pyridin-2-yl)carbamoyl)-cyclohexyl cyclopropylcarbamate C1(CC1)NC(O[C@@H]1CC[C@H](CC1)C(N(C1=NC=CC(=C1)C=1C=NN(C1)C(C)C)C[C@@H]1CC[C@H](CC1)C1=NC(=C(C=C1)OC)C#N)=O)=O